(S)-3-(7-oxo-5,7-dihydro-2H,6H-spiro[furo[2,3-f]isoindole-3,4'-piperidin]-6-yl)piperidine-2,6-dione O=C1N(CC=2C=C3C(=CC12)OCC31CCNCC1)[C@@H]1C(NC(CC1)=O)=O